tert-butyl (2R,5S)-5-methyl-2-[3-(4,4,5,5-tetramethyl-1,3,2-dioxaborolan-2-yl)phenyl]piperidine-1-carboxylate C[C@H]1CC[C@@H](N(C1)C(=O)OC(C)(C)C)C1=CC(=CC=C1)B1OC(C(O1)(C)C)(C)C